FC=1C=C(CC=2C=3N(C=C(N2)C2=NC=C(C(=N2)O)F)N=CN3)C=C(C1)F 2-(8-(3,5-Difluorobenzyl)-[1,2,4]triazolo[1,5-a]pyrazin-6-yl)-5-fluoropyrimidin-4-ol